2-(4-(4-(aminomethyl)-1-oxo-1,2-dihydrophthalazin-6-yl)-1-methyl-1H-pyrazol-5-yl)-4-chloro-6-cyclopropoxy-3-fluorobenzonitrile hydrochloride Cl.NCC1=NNC(C2=CC=C(C=C12)C=1C=NN(C1C1=C(C#N)C(=CC(=C1F)Cl)OC1CC1)C)=O